methyl 3-(2-aminoethyl)-1,2,4-oxadiazole-5-carboxylate NCCC1=NOC(=N1)C(=O)OC